benzyl ((1-(3-(2-chlorophenyl)-1H-pyrazolo[3,4-b]pyrazin-6-yl)-4-methoxypiperidin-4-yl)methyl)carbamate ClC1=C(C=CC=C1)C1=NNC2=NC(=CN=C21)N2CCC(CC2)(OC)CNC(OCC2=CC=CC=C2)=O